(4-{[2-(4-chlorophenyl)imidazo[1,2-a]pyridine-3-yl]methyl}piperazin-1-yl)[6-(tetrahydro-2H-pyran-4-yloxy)pyridine-2-yl]methanone ClC1=CC=C(C=C1)C=1N=C2N(C=CC=C2)C1CN1CCN(CC1)C(=O)C1=NC(=CC=C1)OC1CCOCC1